ClC=1C(=CC2=C(C[C@](O2)(C2=CC=CC=C2)CO)C1C1=C(C#N)C=CC(=C1F)OC(F)F)F 2-((2S,4R)-5-Chloro-6-fluoro-2-(hydroxymethyl)-2-phenyl-2,3-dihydrobenzofuran-4-yl)-4-(difluoromethoxy)-3-fluorobenzonitrile